The molecule is an organic heterotetracyclic compound and 19-membered macrocyclic lactam antibiotic originally isolated from the Ethiopian shrub Maytenus serrata but also found in other Maytenus species. It exhibits cytotoxicity against many tumour cell lines. It has a role as a plant metabolite, an antimicrobial agent, an antineoplastic agent, a tubulin modulator and an antimitotic. It is an epoxide, a carbamate ester, an organochlorine compound, an alpha-amino acid ester, an organic heterotetracyclic compound and a maytansinoid. C[C@@H]1[C@@H]2C[C@]([C@@H](/C=C/C=C(/CC3=CC(=C(C(=C3)OC)Cl)N(C(=O)C[C@@H]([C@]4([C@H]1O4)C)OC(=O)[C@H](C)N(C)C(=O)C)C)\\C)OC)(NC(=O)O2)O